6-((3-(6-Chloropyridin-3-yl)-5-cyclopropylisoxazol-4-yl)methoxy)-N-(3-methyloxetan-3-yl)pyridazin-3-carboxamid ClC1=CC=C(C=N1)C1=NOC(=C1COC1=CC=C(N=N1)C(=O)NC1(COC1)C)C1CC1